C(CCCCCCC\C=C/CCCCCC)(=O)NCCCCN palmitoleoyl-putrescine